ClC1=CC=C(C=C1)S(=O)(=O)NCCOC1=CC2=C(N=C(S2)C2=C3N=CC(=NC3=CC(=C2)C)OC(F)F)C(=C1)C 4-chloro-N-(2-(2-(2-(difluoromethoxy)-7-methylquinoxalin-5-yl)-4-methylbenzo[d]Thiazol-6-yloxy)ethyl)benzenesulfonamide